4-(bromomethyl)-1-tosyl-1H-pyrrolo[2,3-b]pyridine BrCC1=C2C(=NC=C1)N(C=C2)S(=O)(=O)C2=CC=C(C)C=C2